(methylcarbamoyl)benzenesulfonyl chloride CNC(=O)C1=C(C=CC=C1)S(=O)(=O)Cl